2-(4-(3-isopropyl-2-(1,4,5-trimethyl-6-oxo-1,6-dihydropyridin-3-yl)-1H-indol-5-yl)piperidin-1-yl)-N-methylacetamide C(C)(C)C1=C(NC2=CC=C(C=C12)C1CCN(CC1)CC(=O)NC)C1=CN(C(C(=C1C)C)=O)C